2-Phenyl-1,2-epoxypropane C1(=CC=CC=C1)C1(CO1)C